BrC=1C=C(C=CC1)C1(COCC1)C(=O)O 3-(3-Bromophenyl)tetrahydrofuran-3-carboxylic acid